4-(3-{[amino(methyl)oxo-lambda6-sulfanylidene]amino}phenoxy)-N-cyclopropyl-2-[(2-fluoro-4-iodophenyl)amino]-1,5-dimethyl-6-oxopyridine-3-carboxamide NS(=O)(C)=NC=1C=C(OC=2C(=C(N(C(C2C)=O)C)NC2=C(C=C(C=C2)I)F)C(=O)NC2CC2)C=CC1